2-oxo-2-phenylethyl-3-((4-(tert-butyl)benzyl)thio)-6-chloropicolinic acid O=C(CC1=C(C(=NC(=C1)Cl)C(=O)O)SCC1=CC=C(C=C1)C(C)(C)C)C1=CC=CC=C1